C(C1=CC=C(C(=O)OCCOCCOCCCC)C=C1)(=O)OCCOCCOCCCC di-(butoxyethoxyethyl) terephthalate